C(CCCCCCCCCCCCCCC)OP(=O)([O-])[O-] Palmitylphosphat